(R)-6-methyl-1,4-oxazepan C[C@@H]1CNCCOC1